FC(CCCN1C(NC2=NC=NC=C12)=O)(F)F 7-(4,4,4-trifluorobutyl)-7,9-dihydro-8H-purin-8-one